Tert-butyl 2-(2-((1-(methyl sulfonyl) piperidin-4-yl) amino) quinazolin-8-yl)-2,6-diazaspiro[3.4]octane-6-carboxylate CS(=O)(=O)N1CCC(CC1)NC1=NC2=C(C=CC=C2C=N1)N1CC2(C1)CN(CC2)C(=O)OC(C)(C)C